8-amino-N-(3-methoxybenzyl)-4,4-dimethyl-4,5-dihydro-1H-pyrazolo[4,3-H]quinazoline-3-carboxamide NC1=NC=2C3=C(C(CC2C=N1)(C)C)C(=NN3)C(=O)NCC3=CC(=CC=C3)OC